C1(=CC=CC=C1)C=1NC(SC1)N/N=C/C=1N=CC=2N(C3=CC=CC=C3C2C1)CC1=CC=C(C=C1)F 4-Phenyl-2-(((E)-(9-(4-fluorobenzyl)-β-carbolin-3-yl)methylene)hydrazino)-2,3-dihydrothiazole